(S)-4-(8-amino-3-(1-(but-2-ynoyl)pyrrolidin-2-yl)imidazo[1,5-a]pyrazin-1-yl)-N-(pyridin-2-yl)benzamide gentisate C(C=1C(O)=CC=C(O)C1)(=O)O.NC=1C=2N(C=CN1)C(=NC2C2=CC=C(C(=O)NC1=NC=CC=C1)C=C2)[C@H]2N(CCC2)C(C#CC)=O